N1C(=NC=C1)CCN imidazole-2-ethylamine